(2-((R)-9-(pyridin-2-yl)-6-oxaspiro[4.5]decan-9-yl)ethyl)-6-(1-(trifluoromethyl)cyclopropyl)-5,6-dihydro-4H-pyrrolo[1,2-b]pyrazol-4-amine N1=C(C=CC=C1)[C@@]1(CCOC2(CCCC2)C1)CCC=1C=C2N(N1)C(CC2N)C2(CC2)C(F)(F)F